1,5-bis(3-acryloyloxy-2-hydroxypropoxy)pentane C(C=C)(=O)OCC(COCCCCCOCC(COC(C=C)=O)O)O